C(C)OP(OCC)(=O)C(C1=CC=CC=C1)(C)C (dimethylbenzyl)phosphonic acid diethyl ester